M-aminophenyl-boronic acid NC=1C=C(C=CC1)B(O)O